C(C)(C)(C)OC(=O)N1C[C@@H](N(CC1)CC1=CC(=C(C(=C1)C(F)(F)F)CBr)C(=O)OC)C(C)C.NC1=CN=C(C=C1C(=O)N)CC(F)(F)F 5-Amino-2-(2,2,2-trifluoroethyl)isonicotinamide (S)-tert-butyl-4-(4-(bromomethyl)-3-(methoxycarbonyl)-5-(trifluoromethyl)benzyl)-3-isopropylpiperazine-1-carboxylate